N-[4-(2-oxa-7-azaspiro[3.4]octane-7-carbonyl)-3-pyrrolidin-1-ylphenyl]cyclopropanecarboxamide C1OCC12CCN(C2)C(=O)C2=C(C=C(C=C2)NC(=O)C2CC2)N2CCCC2